ClC1=CC2=C(C=N1)CN(C2)C(=O)OC(C)(C)C tert-butyl 6-chloro-1H-pyrrolo[3,4-c]pyridine-2(3H)-carboxylate